N-(4-(4-amino-7-oxo-1-(1,1,1-trifluoropropan-2-yl)-6,7-dihydro-1H-pyrazolo[3,4-d]pyridazin-3-yl)benzyl)-5-fluoro-2-methoxybenzamide NC=1C2=C(C(NN1)=O)N(N=C2C2=CC=C(CNC(C1=C(C=CC(=C1)F)OC)=O)C=C2)C(C(F)(F)F)C